N-(3-ethoxy-4-methoxybenzyl)cyclohexanamide phosphorodiamidate P(O)(=O)(N)N.C(C)OC=1C=C(CNC(=O)C2CCCCC2)C=CC1OC